C(C)(C)(CC)C(=C)C=C 2-tertiary amyl-1,3-butadiene